N1=C(C=CC=C1)N1CCN(CC1)C1=CC=C(C=C1)NC(=O)C=1C=CC=2N(C1)C=CN2 N-(4-(4-(Pyridin-2-yl)piperazin-1-yl)phenyl)imidazo[1,2-a]pyridin-6-carboxamid